(4-methylphenyl)-(2-propan-2-ylphenyl)iodonium CC1=CC=C(C=C1)[I+]C1=C(C=CC=C1)C(C)C